C1(CCCCC1)CCC(=O)C1=CC=C(C=C1)SC1=CC=CC=C1 3-cyclohexyl-1-[4-(phenylsulfanyl)phenyl]Propan-1-one